ClC1=C(C=C2CCN(C2=C1)C1=C(C=NC2=CC=C(C=C12)C=1C=C(C(=NC1)OC)NS(=O)(=O)C)C#N)F N-[5-[4-(6-chloro-5-fluoro-indolin-1-yl)-3-cyano-6-quinolyl]-2-methoxy-3-pyridyl]methanesulfonamide